NC1=C(C(N(C2=CC(=CC=C12)C#C)C1=CC=C(C=C1)N)=O)C(=O)OC methyl 4-amino-1-(4-aminophenyl)-7-ethynyl-2-oxo-1,2-dihydroquinoline-3-carboxylate